C(C)(C)(C)C=1C=CC(=NC1)[C@@H]1OC2=CC(=NC(NS(C=3C=CC=C(C(N(C1)C)=O)C3)(=O)=O)=N2)C2=C(C=CC=C2C)C |r| Racemic-10-(5-tert-butyl-2-pyridyl)-6-(2,6-dimethylphenyl)-12-methyl-2,2-dioxo-9-oxa-2λ6-thia-3,5,12,19-tetrazatricyclo[12.3.1.14,8]nonadeca-1(18),4(19),5,7,14,16-hexaen-13-one